O=C1NC(CCC1C1=NN(C2=C(C=CC=C12)N1CCC(CC1)CN1[C@H](CN(C[C@H]1C)C(=O)OC(C)(C)C)C)C)=O tert-butyl (3S,5R)-4-((1-(3-(2,6-dioxopiperidin-3-yl)-1-methyl-1H-indazol-7-yl) piperidin-4-yl) methyl)-3,5-dimethylpiperazine-1-carboxylate